CN1C(=NN=C1COC1=CC(=CC=C1)C(F)(F)F)[C@@H]1CC[C@H](CC1)N1N=NC(=C1)C12CC(C1)(C2)NC(OC(C)(C)C)=O tert-butyl (3-{1-[trans-4-(4-methyl-5-{[3-(trifluoromethyl)phenoxy]methyl}-4H-1,2,4-triazol-3-yl)cyclohexyl]-1H-1,2,3-triazol-4-yl}bicyclo[1.1.1]pent-1-yl)carbamate